2-n-butoxypyrimidine-4,6-diol C(CCC)OC1=NC(=CC(=N1)O)O